C(CCC(=O)[O-])(=O)[O-].[Na+].[K+] Potassium Sodium Succinate